[N+](=O)([O-])C=1C=C(C=CC1)S(=O)(=O)OC[C@H]1CN(C(O1)=O)C(=O)OC(C)(C)C tert-butyl (5R)-5-[(3-nitrophenyl)sulfonyloxymethyl]-2-oxo-oxazolidine-3-carboxylate